C1(CCCC1)OC=1C=CC(=NC1)NC([C@H](C)N1C[C@@H](C(CC1)(F)F)C1=CNC(C=C1)=O)=O (S)-N-(5-(cyclopentyloxy)pyridin-2-yl)-2-((S)-4,4-difluoro-3-(6-oxo-1,6-dihydropyridin-3-yl)piperidin-1-yl)propionamide